rac-(1r,2r)-2-(pyridin-4-yl)cyclopropane-1-carbaldehyde N1=CC=C(C=C1)[C@H]1[C@@H](C1)C=O |r|